N1N=C(C2=CC=CC=C12)C1=CC=C(C=C1)C[C@@H](C(=O)O)NC(=O)OCC1C2=CC=CC=C2C=2C=CC=CC12 (S)-3-(4-(1H-indazol-3-yl)phenyl)-2-((((9H-fluoren-9-yl)methoxy)carbonyl)amino)propanoic acid